NC1=CC=C(C=C1)NC1=CC=C(C=C1)NC1=CC=C(C=C1)N bis(4-aminophenyl)-1,4-phenylenediamine